N(=C=S)C1=CC=C(CNCCNCCN)C=C1 N-(p-isothiocyanatobenzyl)-diethylenetriamine